7-(2-benzylaminoethoxy)-3-acetylcoumarin oxime C(C1=CC=CC=C1)NCCOC1=CC=C2C=C(C(OC2=C1)=NO)C(C)=O